2-[[1-[(3R)-1-(diethylcarbamoyl)pyrrolidin-3-yl]pyrazol-3-yl]amino]-N-(5-methyl-1H-indazol-4-yl)thiazole-5-carboxamide C(C)N(C(=O)N1C[C@@H](CC1)N1N=C(C=C1)NC=1SC(=CN1)C(=O)NC1=C2C=NNC2=CC=C1C)CC